NC1=NC=C(C=N1)C#CC1=CC(N(C(=C1)N1N=C2C(=N1)CCC2C2CCCCC2)C)=O 4-((2-aminopyrimidin-5-yl)ethynyl)-6-(4-cyclohexyl-5,6-dihydrocyclopenta[d][1,2,3]triazol-2(4H)-yl)-1-methylpyridin-2(1H)-one